Tert-butyl 4-[3-fluoro-6-(1-methylpyrazol-4-yl)pyrazolo[1,5-a]pyrazin-4-yl]-3,6-dihydro-2H-pyridine-1-carboxylate FC=1C=NN2C1C(=NC(=C2)C=2C=NN(C2)C)C=2CCN(CC2)C(=O)OC(C)(C)C